4-hydroxy-4-hydroxymethyl-7-methoxyisocoumarin OC1(COC(=O)C2=CC(=CC=C12)OC)CO